methyl 5-(5-(hydroxymethyl)-4,5-dihydroisoxazol-3-yl)-2-methoxybenzoate OCC1CC(=NO1)C=1C=CC(=C(C(=O)OC)C1)OC